C(C)(C)(C)N1CC=2NN=C(C2C1)C(=O)N1CCC(CC1)C1=C(C=CC=C1)C(F)(F)F (5-(tert-butyl)-1,4,5,6-tetrahydropyrrolo[3,4-c]pyrazol-3-yl)(4-(2-(trifluoromethyl)phenyl)piperidin-1-yl)methanone